NC1=NC=NC=2C3=C(C(C(C12)(C)C)=O)C=C(C=C3)OC 4-amino-8-methoxy-5,5-dimethyl-benzo[h]quinazolin-6-one